(6bR,10aS)-ethyl 2,3,6b,9,10,10a-hexahydro-3-methyl-2-oxo-1H-pyrido[3',4':4,5]-pyrrolo[1,2,3-de]quinoxaline-8-carboxylate CN1C(CN2C=3C(=CC=CC13)[C@H]1[C@@H]2CCN(C1)C(=O)OCC)=O